(1S,4S)-4-(5-(((1S,2R,3S,4R)-3-(((S)-3-cyclohexyl-2-cyclopropylpropyl)carbamoyl)bicyclo[2.2.1]hept-2-yl)carbamoyl)-2-fluoro-4-methoxyphenoxy)-1-methylcyclohexane-1-carboxylic acid C1(CCCCC1)C[C@H](CNC(=O)[C@@H]1[C@@H]([C@H]2CC[C@@H]1C2)NC(=O)C=2C(=CC(=C(OC1CCC(CC1)(C(=O)O)C)C2)F)OC)C2CC2